tert-Butyl 4-(2-oxo-2,3-dihydro-1H-benzo[d]imidazol-1-yl)piperidine-1-carboxylate O=C1NC2=C(N1C1CCN(CC1)C(=O)OC(C)(C)C)C=CC=C2